(2-cyclopropyl-6-(5-((((3,3-difluoropropyl) (methyl) aminocarbonyl) oxy) methyl)-1-methyl-1H-1,2,3-triazol-4-yl) pyridin-3-yloxy) cyclohexane-1-carboxylate C1(CCCCC1)C(=O)OOC=1C(=NC(=CC1)C=1N=NN(C1COC(=O)N(C)CCC(F)F)C)C1CC1